O=S1(NC2(CN(C2)C(=O)N2CC3(C2)CC(C3)CC=3C=NC(=CC3)OC(F)(F)F)COC1)=O (6,6-dioxo-8-oxa-6lambda6-thia-2,5-diazaspiro[3.5]nonan-2-yl)-[6-[[6-(trifluoromethoxy)-3-pyridyl]methyl]-2-azaspiro[3.3]heptan-2-yl]methanone